ClC1=C2C(=CN=CC2=CC(=C1)Cl)C=O 5,7-dichloroisoquinoline-4-carbaldehyde